n-Hexyl isothiocyanate CCCCCCN=C=S